C(C)(C)(C)OC(=O)N(C(OC(C)(C)C)=O)C1=NN2C(C=C(C=C2)C2=C(C(=C(C=C2)Cl)C(NCC(C(=O)C2=CC=C(C=C2)F)(F)F)=O)F)=N1 tert-butyl (tert-butoxycarbonyl)(7-(4-chloro-3-((2,2-difluoro-3-(4-fluorophenyl)-3-oxopropyl)carbamoyl)-2-fluorophenyl)-[1,2,4]triazolo[1,5-a]pyridin-2-yl)carbamate